C(#N)/C=C/C(=O)N(CC)CC (E)-3-cyano-N,N-diethyl-prop-2-enamide